(R)-1-(4-((1-(3-amino-5-(trifluoromethyl)phenyl)ethyl)amino)-2-methyl-8,9-dihydro-7H-cyclopenta[h]quinazolin-6-yl)-4-(hydroxymethyl)piperidin-4-ol NC=1C=C(C=C(C1)C(F)(F)F)[C@@H](C)NC1=NC(=NC2=C3C(=C(C=C12)N1CCC(CC1)(O)CO)CCC3)C